5-hydroxy-2-azabicyclo[2.2.1]Heptane-2-carboxylic acid tert-butyl ester C(C)(C)(C)OC(=O)N1C2CC(C(C1)C2)O